O[C@@H]1CN(C[C@H]1OC)C(=O)OC(C)(C)C |r| trans-rac-tert-butyl (3r,4r)-3-hydroxy-4-methoxypyrrolidine-1-carboxylate